(4-chlorophenyl)-6-(4-(2-fluorophenyl)piperazin-1-yl)-2-(pyridin-3-yl)pyrimidine ClC1=CC=C(C=C1)C1=NC(=NC(=C1)N1CCN(CC1)C1=C(C=CC=C1)F)C=1C=NC=CC1